FC1=C2OC=3C=C(C=CC3CC2=CC=C1)N1CCCC1 1-(5-fluoro-9H-xanthen-3-yl)pyrrolidine